Cl.COC=1C=C2CCC(C2=CC1)ON O-(5-methoxy-2,3-dihydro-1H-inden-1-yl)hydroxyamine hydrochloride